ClC=1C(=CC2=C(C[C@](O2)(C2=CC=CC=C2)CN[C@@H]2CC[C@H](CC2)O)C1C1=C(C#N)C=CC(=C1F)OC(F)F)F 2-((2S,4S)-5-Chloro-6-fluoro-2-(((trans-4-hydroxycyclohexyl)amino)methyl)-2-phenyl-2,3-dihydrobenzofuran-4-yl)-4-(difluoromethoxy)-3-fluorobenzonitrile